C1(CC1)C1=NC=NC(=C1C1=NC=C2C(N1)=CC=N2)OC 2-(4-cyclopropyl-6-methoxy-5-pyrimidinyl)pyrrolo[3,2-d]pyrimidine